N=1N(N=NC1)C\C=C/1\[C@@H]2CC[C@@H]([C@]2(CCC1)C)[C@@H](CCCC(C)(O)C)C (R)-6-{(1R,3aS,7aR,E)-4-[2-(2H-Tetrazol-2-yl)ethylidene]-7a-methyl-octahydro-1H-inden-1-yl}-2-methylheptan-2-ol